BrC1=NC(=C2N1C1(CC2)CC1)[C@H](N[S@@](=O)C(C)(C)C)C=1N(C2=CC=CC=C2C1)S(=O)(=O)C1=CC=CC=C1 (S)-N-((S)-(3'-bromo-6',7'-dihydrospiro[cyclopropane-1,5'-pyrrolo[1,2-c]imidazol]-1'-yl)(1-(phenylsulfonyl)-1H-indol-2-yl)methyl)-2-methylpropane-2-sulfinamide